C(CCCCCCCCCCCCCCC)(=O)OCC(COC(CCCCCCCCCCCCCCC)=O)OC(CCCCCCOC(CC\C(=C\CC=1C(=C2C(OCC2=C(C1OC)C)=O)OCC=C)\C)=O)=O (E)-2-((7-((6-(4-(allyloxy)-6-methoxy-7-methyl-3-oxo-1,3-dihydroisobenzofuran-5-yl)-4-methylhex-4-enoyl)oxy)heptanoyl)oxy)propane-1,3-diyl dipalmitate